C(CCCCCCCCC)(=O)N[C@@H](CC(N)=O)C(=O)O N-decanoyl-L-asparagine